BrC1=NN2C(N=C(C=C2NC[C@@]2(C[C@H](CC2)O)C2=CC=CC=C2)C(F)(F)F)=C1 |o1:11,13| (1S*,3S*)-3-(((2-bromo-5-(trifluoromethyl)pyrazolo[1,5-a]pyrimidin-7-yl)amino)methyl)-3-phenylcyclopentan-1-ol